(S)-(1-(tert-butyloxycarbonyl)-7'-methyl-3',4'-dihydro-1'H-spiro[pyrrolidine-3,2'-[1,8]naphthyridine]-6'-yl)boronic acid C(C)(C)(C)OC(=O)N1C[C@@]2(NC3=NC(=C(C=C3CC2)B(O)O)C)CC1